3-(difluoromethyl)-N-[(3S)-7-fluoro-1,1,3-trimethyl-dihydro-1H-inden-4-yl]-1H-pyrazole-4-carboxamide FC(C1=NNC=C1C(=O)NC1=C2[C@H](CC(C2=C(C=C1)F)(C)C)C)F